CC1(O[C@H]2[C@@H](O1)[C@@H]([C@@H]1[C@]2(C1)COC(C1=CC=CC=C1)(C1=CC=CC=C1)C1=CC=CC=C1)N1C2=NC(=NC(=C2N=C1)NC(OC(C)(C)C)=O)SCCCCCC)C tert-butyl (9-((3aR,3bR,4aS,5R,5aS)-2,2-dimethyl-3b-((trityloxy)methyl)hexahydrocyclopropa[3,4]cyclopenta[1,2-d][1,3]dioxol-5-yl)-2-(hexylthio)-9H-purin-6-yl)carbamate